COC(C1=C(C=CC=C1)OC(NC12C[C@]3(C[C@](CC(C1)C3)(C2)C)C)=O)=O ((((1R,3R,5S,7R)-3,5-dimethyladamantan-1-yl)carbamoyl)oxy)benzoic acid methyl ester